C(=CCCCCCCCCCCCCCCCCCC)N eicoseneamine